camphoryl ketoxime C1(C2(C)C(C)(C)C(C(=O)C1=NO)CC2)=O